ClC1=CC=C2C=C(C=NC2=C1)C1=CC=NC=C1 7-Chloro-3-pyridin-4-yl-quinoline